C(CC)OC=1C=C(C(C#N)=CC1)C#N 4-propoxyphthalonitrile